C1(CC1)N1CCC(CC1)N1C2CC(CC1CC2)C=2C=C(C=1N(C2)N=C(N1)C1=CC(=C(C=C1)OC)OC)C 6-(8-(1-cyclopropylpiperidin-4-yl)-8-azabicyclo[3.2.1]oct-3-yl)-2-(3,4-dimethoxyphenyl)-8-methyl-[1,2,4]triazolo[1,5-a]pyridine